4-{(3S,5aR,6R,7R,8aS)-6-[(1E,3R)-4-(2,6-difluorophenoxy)-3-hydroxy-1-buten-1-yl]-7-hydroxyoctahydro-2H-cyclopenta[b]oxepin-3-yl}butanoic acid FC1=C(OC[C@@H](/C=C/[C@H]2[C@@H](C[C@@H]3OC[C@H](CC[C@@H]32)CCCC(=O)O)O)O)C(=CC=C1)F